3-bromo-5,6,7,8-tetrahydro-(1,2,4)triazolo(4,3-a)pyrazine BrC1=NN=C2N1CCNC2